N1=CC=C(C=C1)C1=CC=CN=N1 6-(pyridin-4-yl)pyridazin